E-2-((7-((2,4-dimethoxybenzyl)amino)-1-methyl-1H-pyrazolo[3,4-c]pyridin-4-yl)amino)-2-oxoacetic acid COC1=C(CNC=2N=CC(=C3C2N(N=C3)C)NC(C(=O)O)=O)C=CC(=C1)OC